methyl 4-((6-bromopyridin-2-yl)oxy)-3-methylbutanoate BrC1=CC=CC(=N1)OCC(CC(=O)OC)C